BrC1=CC2=C(N(C(=N2)N)C)C=C1 5-bromo-1-methyl-1H-benzo[d]imidazol-2-amine